C(CCCCCCC)C(COP(O)(O)=O)CCCCCCCC 2-octyl-1-decylphosphoric acid